C(C(=C)C)(=O)OC1CCC2C3CCC(C12)C3 (octahydro-4,7-methylene-1H-indenyl) methacrylate